OCCOC1CN(C1)C(=O)OC(C)(C)C tert-Butyl 3-(2-hydroxy ethoxy)azetidine-1-carboxylate